furyl-2-octadecylketone O1C(=CC=C1)CCCCCCCCCCCCCCCCC(C)C(=O)C(C)CCCCCCCCCCCCCCCCC=1OC=CC1